C(=C)B1OB(OB(O1)C=C)C=C 2,4,6-trivinyl-1,3,5,2,4,6-trioxatriborinane